mercaptobenzoOxazole SC=1OC2=C(N1)C=CC=C2